FC1(CCC(CC1)NC1=NC(=NC(=N1)NC1CCC(CC1)(F)F)C1=NC=CC(=N1)C(F)(F)F)F N2,N4-bis(4,4-difluorocyclohexyl)-6-(4-(trifluoromethyl)pyrimidin-2-yl)-1,3,5-triazine-2,4-diamine